C1(=CC=CC=C1)C(=NC1=CC(=CC2=CC=CC(=C12)C#C[Si](C(C)C)(C(C)C)C(C)C)OCOC)C1=CC=CC=C1 N-(diphenylmethylene)-3-(methoxymethoxy)-8-((triisopropylsilyl)ethynyl)naphthalen-1-amine